ClCC(=O)NC=1C(=C(NC1C)\C=C\1/C(NC2=CC=C(C=C12)C(=O)N[C@H](C)C1=NC=CC=C1)=O)C (R,Z)-3-((4-(2-chloroacetamido)-3,5-dimethyl-1H-pyrrol-2-yl)methylene)-2-oxo-N-(1-(pyridin-2-yl)ethyl)indoline-5-carboxamide